C1(CCCCC1)CC/N=C/1\CCCC=2C3=CC(=C(C=C3NC12)F)F (E)-N-(2-cyclohexylethyl)-6,7-difluoro-2,3,4,9-tetrahydro-1H-carbazole-1-imine